1-(1-(2-fluorobenzyl)piperidin-4-yl)-3-(3-(trifluoromethyl)phenyl)urea FC1=C(CN2CCC(CC2)NC(=O)NC2=CC(=CC=C2)C(F)(F)F)C=CC=C1